C1=CC=CC2=C1C1=C(O2)C(C=2C=CC=CC2C1=O)=O naphtho[2,3-b]benzofuran-6,11-dione